OC1(CCN(CC1)C(C[C@@H](C)C1=CC=CC=C1)=O)CN1C=NC(=CC1=O)C1=C(C=CC=C1)OC (R)-3-((4-hydroxy-1-(3-phenylbutyryl)piperidin-4-yl)methyl)-6-(2-methoxybenzeneYl)pyrimidin-4(3H)-one